3-(2-thienyl)ethynyl-4-phenyl-7-methylcoumarin S1C(=CC=C1)C#CC=1C(OC2=CC(=CC=C2C1C1=CC=CC=C1)C)=O